S1C(=NC2=C1C=CC=C2)C(CC2=CC(=CC=C2)C(N)=N)NS(=O)(=O)C=2C=C(C=CC2)NC(=O)C=2N=NN(C2)C N-[3-[[1-(1,3-benzothiazol-2-yl)-2-(3-carbamimidoylphenyl)ethyl]sulfamoyl]phenyl]-1-methyl-triazole-4-carboxamide